C1(=CC=C(C=C1)C(C=1C(=NC(=NC1)O)O)C1=CC=C(C=C1)C)C 5-(di-p-toluylmethyl)pyrimidine-2,4-diol